N1C(=CC2=C1CN(CC2)C(=O)OC(C)(C)C)C(=O)OCC 6-(tert-butyl) 2-ethyl 1,4,5,7-tetrahydro-6H-pyrrolo[2,3-c]pyridine-2,6-dicarboxylate